N-[2-methylcyclopropyl]-2-methylsulfanyl-thieno[2,3-d]thiazole-5-carboxamide CC1C(C1)NC(=O)C1=CC2=C(N=C(S2)SC)S1